C(C=C)C1=C(C(=CC=C1)O)O 3-allylbenzene-1,2-diol